C(C)(C)(C)C=1SC2=C(N1)C(CC1(CCN(CC1)C(=O)C1=CC(=C3C=CN=C(C3=C1)NC)C)C2)=O 2-(tert-butyl)-1'-(5-methyl-1-(methylamino)isoquinoline-7-carbonyl)-5H-spiro[benzo[d]thiazole-6,4'-piperidin]-4(7H)-one